C(C)S(=O)(=O)OC=1C=NC=NC1 pyrimidin-5-yl ethanesulfonate